C(C1CO1)N1CN(CN(C1)CC1CO1)CC1CO1 1,3,5-Triglycidyl-S-triazine